1-Methyl-N-{(1S)-1-(4-methylcyclohexyl)-2-oxo-2-[(2-oxospiro[1H-pyrrolo[3,2-c]pyridine-3,4'-oxane]-6-yl)amino]ethyl}-pyrazole-4-carboxamide CN1N=CC(=C1)C(=O)N[C@H](C(NC1=CC2=C(C=N1)C1(CCOCC1)C(N2)=O)=O)C2CCC(CC2)C